C(CC)N1N=CC(=C1)N 1-propyl-4-pyrazolylamine